C(C1=CC=CC=C1)N1CC2(C1)CC(C2)OC(=O)N2[C@@H](CNC[C@@H]2C)C (2R,6S)-2,6-dimethylpiperazine-1-carboxylic acid 2-benzyl-2-azaspiro[3.3]hept-6-yl ester